ClC=1C=CC(=C(C1)NC(C(=O)O)=O)C#N 2-((5-chloro-2-cyanophenyl)amino)-2-oxoacetic acid